ClC1=CC=C(S1)S(=O)(=O)NC1=CNC2=CC=C(C=C12)OCCC1=CC=C(C=C1)C(F)(F)F 5-chloro-N-(5-{2-[4-(trifluoromethyl)phenyl]ethoxy}-1H-indol-3-yl)thiophene-2-sulfonamide